methyl 7-bromo-2,3-dihydrobenzofuran-5-carboxylate BrC1=CC(=CC=2CCOC21)C(=O)OC